ClC1=C(C=C(C(=C1)Cl)NC)B(O)O [2,4-dichloro-5-(methylamino)phenyl]boronic acid